1,3-dihydro-1-(1-((4-(6-phenyl-1H-imidazo[4,5-g]quinoxalin-7-yl)phenyl)methyl)-4-piperidinyl)-2H-benzimidazol-2-one C1(=CC=CC=C1)C1=NC=2C=C3C(=CC2N=C1C1=CC=C(C=C1)CN1CCC(CC1)N1C(NC2=C1C=CC=C2)=O)NC=N3